ClC=1C=CC2=C([C@@H](C[C@@H](O2)C(=O)NC23CC(C2)(C3)N3C(OC(C3)COC3=CC(=CC(=C3)C)C)=O)O)C1 (2R,4R)-6-chloro-N-(3-{5-[(3,5-dimethylphenoxy)methyl]-2-oxo-1,3-oxazolidin-3-yl}bicyclo[1.1.1]pentan-1-yl)-4-hydroxy-3,4-dihydro-2H-1-benzopyran-2-carboxamide